Cl.Cl.C12CC(CC(CC1)N2)N2CCC(CC2)[C@H]2CCC=1N(C2)C=C(N1)C1=CC(=C(C=C1)OC)OC (6R)-6-(1-(8-azabicyclo[3.2.1]octan-3-yl)piperidin-4-yl)-2-(3,4-dimethoxyphenyl)-5,6,7,8-tetrahydroimidazo[1,2-a]pyridine dihydrochloride